((2R,3S,4R,5R)-5-(2,4-dioxo-3,4-dihydropyrimidin-1(2H)-yl)-3,4-dihydroxytetrahydrofuran-2-yl)methyl acetate C(C)(=O)OC[C@H]1O[C@H]([C@@H]([C@@H]1O)O)N1C(NC(C=C1)=O)=O